The molecule is a sulfur oxoanion. It has a role as a human metabolite, a Saccharomyces cerevisiae metabolite and a mouse metabolite. It is a conjugate base of a sulfurous acid. It is a conjugate acid of a sulfite. OS(=O)[O-]